CC=1N(N=C2C(=NN=C(C21)C)N2CCC(CC2)C(=O)N2CC(CC2)N(C)C)C2=CC=C(C=C2)C (1-(3,4-dimethyl-2-(p-tolyl)-2H-pyrazolo[3,4-d]pyridazin-7-yl)piperidin-4-yl)(3-(dimethylamino)pyrrolidin-1-yl)methanone